C(CCC)C1=C(C(C(=O)O)=CC=C1)OCCCCCCCC.C(C=1C(O)=CC=CC1)(=O)O.C(CCC)C(CCCCCCC)O butyloctanol salicylate (Butyloctyl-Salicylate)